sodium Montanate C(CCCCCCCCCCCCCCCCCCCCCCCCCCC)(=O)[O-].[Na+]